methyl 2-(3-(benzyloxy)-2-(1,3-dioxolan-2-yl)phenyl)-5-methylthiazole-4-carboxylate C(C1=CC=CC=C1)OC=1C(=C(C=CC1)C=1SC(=C(N1)C(=O)OC)C)C1OCCO1